C(C)N1N=CC(=C1C)S(=O)(=O)NC1=C(N=CS1)C(=O)O 5-[(1-ethyl-5-methyl-1H-pyrazol-4-yl)sulfonylamino]-1,3-thiazole-4-carboxylic acid